F[C@@H]1CN(CC1)C(=O)[C@@H]1CCCC=2N1C(N(N2)CC2=C(C=C(C(=C2)F)F)F)=O (5S)-5-{[(3S)-3-Fluoropyrrolidin-1-yl]carbonyl}-2-(2,4,5-trifluorobenzyl)-5,6,7,8-tetrahydro[1,2,4]triazolo[4,3-a]pyridin-3(2H)-one